1-((2S,5R)-5-ethyl-4-hydroxy-5-(hydroxymethyl)tetrahydrofuran-2-yl)-5-methylpyrimidine-2,4(1H,3H)-dione C(C)[C@]1(C(C[C@H](O1)N1C(NC(C(=C1)C)=O)=O)O)CO